C(C)(C)(C)OC(=O)N1CCN(CC1)C(C(C)(C)C1=CC=C(C=C1)N)=O 4-(2-(4-aminophenyl)-2-methylpropanoyl)piperazine-1-carboxylic acid tert-butyl ester